CN1C(=NC2=C(C=C(C=C2C1=O)C)\C(\C)=N/[S@](=O)C(C)(C)C)C1COCC1 (NZ,R)-N-[1-(3,6-dimethyl-4-oxo-2-tetrahydrofuran-3-yl-quinazolin-8-yl)ethylidene]-2-methyl-propane-2-sulfinamide